C(#C)C1=CN=C2N1C=C(C=C2)C2=CC=C(C(=O)N1CCN(CC1)C(=O)OC(C)(C)C)C=C2 tert-butyl 4-(4-(3-ethynylimidazo[1,2-a]pyridin-6-yl)benzoyl)piperazine-1-carboxylate